FC(F)(F)C1=NC=CN=C1 {trifluoromethyl}pyrazine